FC(S(=O)(=O)OC1=CC(=CC2=C(C(=C(C(=C12)OC([2H])([2H])[2H])F)F)F)OS(=O)(=O)C(F)(F)F)(F)F 5,6,7-trifluoro-8-(methoxy-d3)naphthalene-1,3-diyl bis(trifluoromethanesulfonate)